(S)-4'-chloro-3'-methyl-spiro[cyclohexane-1,1'-indene]-3-one ClC1=C2C(=C[C@@]3(C2=CC=C1)CC(CCC3)=O)C